FC=1C=C(C=C(C1CN1N=C(N=N1)C1=CC=C(C=C1)S(F)(F)(F)(F)F)F)C(=O)NO 3,5-difluoro-4-[[5-[4-(pentafluoro-lambda6-sulfanyl)phenyl]tetrazol-2-yl]methyl]benzenecarbohydroxamic acid